OC(CN1C=NC2=C(C1=O)C=C(N=C2C=2C=NN(C2)C)C=2C=NN(C2)C)C 3-(2-Hydroxypropyl)-6,8-bis(1-methyl-1H-pyrazol-4-yl)pyrido[3,4-d]pyrimidin-4(3H)-one